COS(=O)(=O)[O-].C[NH2+]CCO N-methyl-hydroxyethyl-ammonium methyl-sulfate